tert-butyl 4-[4,5-dichloro-2-[(4-methoxyphenyl)methoxy]phenyl]-3-hydroxypiperidine-1-carboxylate ClC1=CC(=C(C=C1Cl)C1C(CN(CC1)C(=O)OC(C)(C)C)O)OCC1=CC=C(C=C1)OC